N-(4-acetamidophenyl)-5-(4-acetamidophenyl)-2-aminonicotinamide C(C)(=O)NC1=CC=C(C=C1)NC(C1=C(N=CC(=C1)C1=CC=C(C=C1)NC(C)=O)N)=O